(2-Methoxy-5-methylphenyl)(2-nitrophenyl)methanone COC1=C(C=C(C=C1)C)C(=O)C1=C(C=CC=C1)[N+](=O)[O-]